3,4,5,6-tetrahydro-1-naphthoic acid C1(=CCCC=2CCC=CC12)C(=O)O